5-chloro-3-isopropyl-N-(3-nitrophenyl)pyrazole ClC1=CC(=NN1C1=CC(=CC=C1)[N+](=O)[O-])C(C)C